((3-methoxy-4-((4-(trifluoromethoxy)benzyl)oxy)phenyl)amino)-3-morpholinoquinoxaline-5-carbonitrile COC=1C=C(C=CC1OCC1=CC=C(C=C1)OC(F)(F)F)NC1=NC=2C=CC=C(C2N=C1N1CCOCC1)C#N